C(=O)O.CNC1CC(C1)NC(=O)C1=CC2=C(N3C(S2)=NC(=C3)C3=CC=C(C=C3)C(NC)=O)C=C1 N-((1s,3s)-3-(methylamino)cyclobutyl)-2-(4-(methylcarbamoyl)phenyl)benzo[d]imidazo[2,1-b]thiazole-7-carboxamide formate